8-methyl-3-(pent-4-en-1-yl)quinazolin-4(3H)-one CC=1C=CC=C2C(N(C=NC12)CCCC=C)=O